2-(methylamino)-4-(methylsulfanyl)butanoic acid CNC(C(=O)O)CCSC